3,4'-bipyridin-5-ylcarbamat N1=CC(=CC(=C1)NC([O-])=O)C1=CC=NC=C1